FC(C1=CC=C(C=C1)/C=C/C1CCN(CC1)C(=O)OC(C)(C)C)(F)F tert-butyl 4-[(E)-2-[4-(trifluoromethyl)phenyl]ethenyl]piperidine-1-carboxylate